2-(6-chloropyridin-3-yl)thiazole ClC1=CC=C(C=N1)C=1SC=CN1